2,6-dichloro-3-methylbenzene ClC1=CC(=CC=C1C)Cl